(R)-N-(1-(1H-imidazol-2-yl)ethyl)-5-(4-(trifluoromethyl)phenoxy)-2-naphthamide N1C(=NC=C1)[C@@H](C)NC(=O)C1=CC2=CC=CC(=C2C=C1)OC1=CC=C(C=C1)C(F)(F)F